meta-methoxytoluene COC=1C=C(C)C=CC1